2-(4-(2-(((S)-((S)-5-cyano-1,2,3,4-tetrahydroquinolin-3-yl)(phenyl)methyl)amino)ethyl)phenyl)acetic acid C(#N)C1=C2C[C@@H](CNC2=CC=C1)[C@@H](C1=CC=CC=C1)NCCC1=CC=C(C=C1)CC(=O)O